CCCCC[C@@H](/C=C/C=C\\C=C\\[C@H](C/C=C\\CCCC(=O)O)O)O The molecule is ab 8,15-DiHETE that is derived from (5Z,9E,11Z,13E)-icosatetraenoic acid and has (8S,15S)-stereochemistry. It has a role as a human xenobiotic metabolite and a mouse metabolite. It derives from an arachidonic acid. It is a conjugate acid of an 8(S),15(S)-DiHETE(1-).